FC1(CC(C1)CN1C2=C(OCC1=O)C(=CC(=C2)C(=O)N[C@H](C)C=2C=NC(=NC2)C(F)(F)F)C=2SC(=CN2)C)F (R)-4-((3,3-difluorocyclobutyl)methyl)-8-(5-methylthiazol-2-yl)-3-oxo-N-(1-(2-(trifluoromethyl)pyrimidin-5-yl)ethyl)-3,4-dihydro-2H-benzo[b][1,4]oxazine-6-carboxamide